COC1=C(C=CC(=C1)N1CCOCC1)NC1=NC=C(C(=N1)NC1=C(SC=C1)C(=O)O)C(F)(F)F 3-[2-(2-methoxy-4-morpholin-4-ylphenylamino)-5-trifluoromethylpyrimidin-4-ylamino]-thiophene-2-carboxylic acid